(S)-4-((3-fluoropropyl)(4-(5,6,7,8-tetrahydro-1,8-naphthyridin-2-yl)butyl)amino)-2-((2-methyl-2H-pyrazolo[4,3-d]pyrimidin-7-yl)amino)butanoic acid FCCCN(CC[C@@H](C(=O)O)NC=1C=2C(N=CN1)=CN(N2)C)CCCCC2=NC=1NCCCC1C=C2